3-butylheptyl 8-((3-((tert-butoxycarbonyl)amino)propyl)amino)octanoate C(C)(C)(C)OC(=O)NCCCNCCCCCCCC(=O)OCCC(CCCC)CCCC